2-((4-fluorophenoxy)methyl)-5-(1H-tetrazol-5-yl)pyrimidine FC1=CC=C(OCC2=NC=C(C=N2)C2=NN=NN2)C=C1